NC1=NC(=NC=2N1N=C(N2)C=2OC=CC2)N2[C@@H](CCC2)C(=O)N2CCN(CC2)S(=O)(=O)C(C)C (S)-(1-(7-amino-2-(furan-2-yl)-[1,2,4]triazolo[1,5-a][1,3,5]triazin-5-yl)pyrrolidin-2-yl)(4-(isopropylsulfonyl)piperazin-1-yl)methanone